4-chloro-1-(2-oxopropyl)-1H-pyrrole-2-carbaldehyde ClC=1C=C(N(C1)CC(C)=O)C=O